2-[Methyl-(1-methyl-piperidin-3-ylmethyl)-amino]-5-oxo-5H-thieno[3,2-b]pyran-6-carboxylic acid CN(C1=CC=2OC(C(=CC2S1)C(=O)O)=O)CC1CN(CCC1)C